[1-(tert-butoxycarbonyl)azetidin-2-yl]acetic acid C(C)(C)(C)OC(=O)N1C(CC1)CC(=O)O